S1C=NC(=C1)CC(=O)O 2-(1,3-thiazol-4-yl)acetic acid